C(CCCC)C1=C(C=CC=C1O)C amyl-meta-cresol